ClC1=NC(=CC(=C1)NC(=O)C1=CC2=C(S1)C=CC(=C2)C2S(CCCC2)(=O)=O)OC2=CC=C(C=C2)Cl N-(2-Chloro-6-(4-chlorophenoxy)pyridin-4-yl)-5-(1,1-dioxidotetrahydro-2H-thiopyran-2-yl)benzo[b]thiophen-2-carboxamid